FC1=C(C=CC(=C1)F)N1C=C(C(C2=CC(=C(C=C12)N1[C@H](CCC1)COC1=NC=CC=C1)F)=O)C(=O)O (R)-1-(2,4-difluorophenyl)-6-fluoro-4-oxo-7-(2-((pyridin-2-yloxy)methyl)pyrrolidin-1-yl)-1,4-dihydro-quinoline-3-carboxylic acid